[Cl-].[Cl-].[Cl-].[Ti+4] titanium (IV) trichloride